(NE)-N-[(4S)-4-{2-chloro-3-[(3-cyanobenzoyl)amino]phenyl}-1-[(1R,3R)-4,4-difluoro-3-methylcyclohexyl]-4-methyl-6-oxohexahydropyrimidin-2-ylidene]-carbamic acid tert-butyl ester C(C)(C)(C)OC(/N=C\1/N(C(C[C@@](N1)(C)C1=C(C(=CC=C1)NC(C1=CC(=CC=C1)C#N)=O)Cl)=O)[C@H]1C[C@H](C(CC1)(F)F)C)=O